Cl.NC(CCCCB(O)O)C1=NN=NN1CC(=O)NCC1=CC=C(C=C1)F (5-amino-5-(1-(2-((4-fluorobenzyl)amino)-2-oxoethyl)-1H-tetrazol-5-yl)pentyl)boronic acid hydrochloride